(1R,3S,5R)-N-(6-(difluoromethoxy)pyridin-2-yl)-2-azabicyclo[3.1.0]hexane-3-carboxamide FC(OC1=CC=CC(=N1)NC(=O)[C@H]1N[C@@H]2C[C@@H]2C1)F